(4-(4-(methoxymethoxy)phenyl)-1-methyl-1H-1,2,3-triazol-5-yl)carbamic acid tert-butyl ester C(C)(C)(C)OC(NC1=C(N=NN1C)C1=CC=C(C=C1)OCOC)=O